tert-butyl 2-(2-amino-5-((2-bromo-5-isopropylpyridin-4-yl)oxy) pyrimidin-4-yl)hydrazine-1-carboxylate NC1=NC=C(C(=N1)NNC(=O)OC(C)(C)C)OC1=CC(=NC=C1C(C)C)Br